3-(dibutylaminomethylethoxymethylsilyl)styrene C(CCC)N(CCCC)C[SiH](C=1C=C(C=C)C=CC1)COCC